1-(piperidine-1-carbonyl)piperidin-4-one Methyl-(4-amino-3,5-dibromophenyl)acetate COC(CC1=CC(=C(C(=C1)Br)N)Br)=O.N1(CCCCC1)C(=O)N1CCC(CC1)=O